glutamine citrate C(CC(O)(C(=O)O)CC(=O)O)(=O)O.N[C@@H](CCC(N)=O)C(=O)O